FC1=CC(=C(C=C1)C=1C=CC=2N(C1)C(=CN2)CN(C(OC(C)(C)C)=O)C)OCCC=2C(=NN(C2C)C)C(N(C)OC)=O tert-butyl ((6-(4-fluoro-2-(2-(3-(methoxy(methyl)carbamoyl)-1,5-dimethyl-1H-pyrazol-4-yl)ethoxy)phenyl)imidazo[1,2-a]pyridin-3-yl)methyl)(methyl)carbamate